3,4,5,6-tetrachloropyridinenitrile ClC=1C(=NC(=C(C1Cl)Cl)Cl)C#N